C(C)(=O)O ethanoic Acid